FC1=CC=C(C=C1)C=1C(C(=CN(C1)C1CCOCC1)C(=O)O)=O 5-(4-fluorophenyl)-4-oxo-1-(tetrahydro-2H-pyran-4-yl)-1,4-dihydropyridine-3-carboxylic acid